C(C)(=O)OC1=CC=C(C=C1)P(O)(O)=O [4-(acetoxy)phenyl]phosphonic acid